N[C@]1(CN(CC1)C=1C=C(C=C(C1CN1C2=NC=NC(=C2N=C1)N)CC)C1=C(C=CC=C1)F)C(=O)NC1CC1 (R)-3-amino-1-(4-((6-amino-9H-purin-9-yl)methyl)-5-ethyl-2'-fluoro-[1,1'-Biphenyl]-3-yl)-N-cyclopropylpyrrolidin-3-carboxamid